(4-(5-(5,5-difluorotetrahydro-2H-pyran-2-yl)-1,2,4-oxadiazol-3-yl)-4-(trifluoromethyl)piperidin-1-yl)((7S,9R)-9-hydroxy-6-azaspiro[3.5]nonan-7-yl)methanone FC1(CCC(OC1)C1=NC(=NO1)C1(CCN(CC1)C(=O)[C@H]1NCC2(CCC2)[C@@H](C1)O)C(F)(F)F)F